S=[N-] sulfenyl-amide